2-fluoro-5-((6-fluoro-4-(1-hydroxyprop-2-yn-1-yl)-1-tosyl-1H-indol-5-yl)oxy)benzonitrile FC1=C(C#N)C=C(C=C1)OC=1C(=C2C=CN(C2=CC1F)S(=O)(=O)C1=CC=C(C)C=C1)C(C#C)O